N-((S)-1-((E)-4-(dimethylamino)-4-oxobut-2-en-1-yl)pyrrolidine-3-carbonyl)-N-methyl-L-valine CN(C(/C=C/CN1C[C@H](CC1)C(=O)N([C@@H](C(C)C)C(=O)O)C)=O)C